N1=CC(=CC=C1)C(C(C=1C=NC=CC1)C1=C(C2=CC=CC=C2C(=C1)C(=O)O)C(=O)O)C1=C(C2=CC=CC=C2C(=C1)C(=O)O)C(=O)O.[Zn] zinc (cis-1,2-bis(3-pyridyl)-ethylene)-bis(1,4-naphthalenedicarboxylic acid)